COC1=CC(=C(C=C1)NC(=S)NC(=O)NCCCC1=CC=C(C=C1)C1=NN(C=N1)C1=CC=C(C=C1)OC(F)(F)F)C 1-[(4-methoxy-2-methyl-phenyl)carbamothioyl]-3-[3-[4-[1-[4-(trifluoromethoxy)phenyl]-1H-1,2,4-triazol-3-yl]phenyl]propyl]urea